6-(2-hydroxyethyl)amino-1,3,5-triazine OCCNC1=NC=NC=N1